N-[1-(5-Chlorothiophen-2-ylmethyl)-2,3-dihydro-1H-indol-5-yl]-2-phenoxyacetamide ClC1=CC=C(S1)CN1CCC2=CC(=CC=C12)NC(COC1=CC=CC=C1)=O